C(=O)(OCC1=CC=CC=C1)C1O[C@H]([C@H](C12CCNCC2)N)C cbz-(3s,4s)-3-methyl-2-oxa-8-azaspiro[4.5]-decan-4-amine